FC(C=1C=C(C=C(C1)C(F)(F)F)NC1=NOC2=C1C=CC=C2)(F)F N-(3,5-bis(trifluoromethyl)phenyl)benzo[d]isoxazol-3-amine